((2S)-1-acryloyl-4-(8-chloro-4-(3-(dimethylamino)-3-methylazetidin-1-yl)-6-fluoro-7-(m-tolyl)-1H-[1,2,3]triazolo[4,5-c]quinolin-1-yl)piperidin-2-yl)acetonitrile C(C=C)(=O)N1[C@@H](CC(CC1)N1N=NC=2C(=NC=3C(=C(C(=CC3C21)Cl)C=2C=C(C=CC2)C)F)N2CC(C2)(C)N(C)C)CC#N